FC1=CC=C(C=C1)C12CN(CC2C1)C(=O)C1=CN(C2=C1C(N(C=C2C)C)=O)C 3-((1-(4-fluorophenyl)-3-azabicyclo[3.1.0]hex-3-yl)carbonyl)-1,5,7-trimethyl-1,5-dihydro-4H-pyrrolo[3,2-c]pyridin-4-one